COC(=O)C1=C(C=NN1C)C1=NC=C(C=N1)NC(=O)OC(C)(C)C 4-(5-((tert-Butoxycarbonyl)amino)pyrimidin-2-yl)-1-methyl-1H-pyrazole-5-carboxylic acid methyl ester